5-(tert-butyl)-N1-(6-(tert-butyl)-9,10-diphenylanthracen-2-yl)-N3-(3-(tert-butyl)phenyl)-N1,N3-bis(4-(tert-butyl)phenyl)-2-chlorobenzene-1,3-diamine C(C)(C)(C)C=1C=C(C(=C(C1)N(C1=CC=C(C=C1)C(C)(C)C)C1=CC2=C(C3=CC=C(C=C3C(=C2C=C1)C1=CC=CC=C1)C(C)(C)C)C1=CC=CC=C1)Cl)N(C1=CC=C(C=C1)C(C)(C)C)C1=CC(=CC=C1)C(C)(C)C